COC(C=1C(C(=O)OC)=C(C=CC1)Br)=O Bromophthalic acid dimethyl ester